C(C1=CC=CC=C1)OC(=O)N1C(CC(CC1)(F)F)C1=C(C=CC=C1)CNC=1N=CNC1C(N)=O (2-(((5-carbamoyl-1H-imidazol-4-yl)amino)methyl)phenyl)-4,4-difluoropiperidine-1-carboxylic acid benzyl ester